IC=1C=C(CNC2=C3N=CN(C3=NC=N2)[C@H]2[C@@H]([C@@H]([C@H](O2)C(=O)NNC)O)O)C=CC1 (2S,3S,4R,5R)-5-(6-(3-iodobenzylamino)-9H-purin-9-yl)-3,4-dihydroxyl-N'-methyltetrahydrofuran-2-carbohydrazide